S1C=NC2=C1C=CC(=C2)NC2=CC=NC1=CC(=CC=C21)C2=CC(=C(C=C2F)C(=O)N2CCNCC2)C (4-(4-(benzo[d]thiazol-5-ylamino)quinolin-7-yl)-5-fluoro-2-methylphenyl)(piperazin-1-yl)methanone